ClC1=C(C=CC=C1)N1C(N=C(C2=C1N=C(C=C2)C(F)(F)F)NC2(CC2)CO)=O 1-(2-chlorophenyl)-4-{[(hydroxy-methyl)cyclopropyl]amino}-7-(trifluoro-methyl)-pyrido[2,3-d]pyrimidin-2(1H)-one